(1S,3R)-N1-(6-chloro-2-(trifluoromethyl)quinolin-4-yl)-N3-(2-methyl-2H-pyrazolo[3,4-d]pyridazin-4-yl)cyclohexane-1,3-diamine ClC=1C=C2C(=CC(=NC2=CC1)C(F)(F)F)N[C@@H]1C[C@@H](CCC1)NC=1C=2C(C=NN1)=NN(C2)C